NC1=NC(=C(C(=C1C#N)C1=CC(=CC=C1)Br)C#N)N1CCCCC1 2-amino-4-(3-bromophenyl)-6-(piperidin-1-yl)pyridine-3,5-dicarbonitrile